CN(C(CNC1(CCNCC1)C)=O)CC(NC=1SC2=C(N1)C=CC(=C2)OC(F)(F)F)=O N-Methyl-2-[(4-methylpiperidin-4-yl)amino]-N-({[6-(trifluoromethoxy)-1,3-benzothiazol-2-yl]carbamoyl}methyl)acetamide